ClC1=CC=C(C=C1)C1=NOC(=N1)C12CC(C1)(C2)NC(C2=CC(=CC=C2)C(C)(S(=O)(=O)C)C)=O N-[3-[3-(4-chlorophenyl)-1,2,4-oxadiazol-5-yl]-1-bicyclo[1.1.1]pentanyl]-3-(1-methyl-1-methylsulfonyl-ethyl)benzamide